2-(1-(Aminomethyl)-3-butylcyclopentyl)acetic acid NCC1(CC(CC1)CCCC)CC(=O)O